N-(5-Hydroxy-3,4,6-trimethylpyridin-2-yl)benzofuran-2-carboxamid OC=1C(=C(C(=NC1C)NC(=O)C=1OC2=C(C1)C=CC=C2)C)C